C(C1=CC=CC=C1)OC1CC(C1)(O[Si](C)(C)C(C)(C)C)C (3-(benzyloxy)-1-methylcyclobutoxy)(tert-butyl)dimethylsilane